3-(5-Amino-6-(2-methylthiazol-5-yl)pyrazin-2-yl)-N-(4-cyanobicyclo[2.1.1]hexan-1-yl)-4-methylbenzenesulfonamide NC=1N=CC(=NC1C1=CN=C(S1)C)C=1C=C(C=CC1C)S(=O)(=O)NC12CCC(C1)(C2)C#N